C(=O)C1=CC(=CC(=C1)C=O)C=O 1,3,5-Triformylbenzene